N[C@H](C(=O)NC1=NC=NN2C1=CC=C2[C@@]2(O[C@@H]([C@H]([C@H]2O)O)CO)C#N)CC2=CC=C(C=C2)F (S)-2-amino-N-(7-((2R,3R,4S,5R)-2-cyano-3,4-dihydroxy-5-(hydroxymethyl)tetrahydrofuran-2-yl)pyrrolo[2,1-f][1,2,4]triazin-4-yl)-3-(4-fluorophenyl)propanamide